C(C)C1(NC(N(C(C1)=O)C(C=1C=C(C(=O)N[C@H]2[C@@H](CC3=CC=CC=C23)O)C=CC1)C=1C=NC=NC1)=N)CC 3-[(4,4-diethyl-2-imino-6-oxo-hexahydropyrimidin-1-yl)-pyrimidin-5-yl-methyl]-N-[(1R,2R)-2-hydroxyindan-1-yl]benzamide